NC1=C2C=C(N=CC2=CC=C1)N1C=CC=2C1=CN=C(C2)OCCOCCOCCOCCOCCOC=2C=C1C(N(C(C1=CC2)=O)C2C(NC(CC2)=O)=O)=O 5-((14-((1-(5-aminoisoquinolin-3-yl)-1H-pyrrolo[2,3-c]pyridin-5-yl)oxy)-3,6,9,12-tetraoxatetradecyl)oxy)-2-(2,6-dioxo-piperidin-3-yl)isoindoline-1,3-dione